O.O.O.OC=1C(C(=O)C2=CC=CC=C2)=CC(C(C1)OC)=S(=O)=O 2-hydroxy-4-methoxy-5-sulfonyl-benzophenone trihydrate